FC(C(=O)OC)C Methyl Fluoropropionate